5-(3'-cyclopropylmethoxy-3,5-difluoro-biphenyl-4-yl)-hexanoic acid C1(CC1)COC=1C=C(C=CC1)C1=CC(=C(C(=C1)F)C(CCCC(=O)O)C)F